NC1=C(C(=O)OC)C=C(C(=C1)S(N(C)C)(=O)=O)C methyl 2-amino-4-(N,N-dimethylsulfamoyl)-5-methylbenzoate